3-(triphenylsilyl)pentadec-1-en-5-ol C1(=CC=CC=C1)[Si](C(C=C)CC(CCCCCCCCCC)O)(C1=CC=CC=C1)C1=CC=CC=C1